oxolysine O=N[C@@H](CCCCN)C(=O)O